FC1=C(C=C(C=C1)F)C1=C(C(=NC=C1)C1CCOCC1)N 4-(2,5-difluorophenyl)-2-(tetrahydro-2H-pyran-4-yl)pyridin-3-amine